2-{[(2S)-1,4-dioxan-2-yl]methyl}-4,8-dimethyl-4,5-dihydro-2H-furo[2,3-g]indazole-7-carboxylic acid O1[C@H](COCC1)CN1N=C2C3=C(CC(C2=C1)C)OC(=C3C)C(=O)O